C(C)OC(C(C)C1CCN(CC1)C(=O)OC(C)C)=O isopropyl 4-(1-ethoxy-1-oxopropan-2-yl)piperidine-1-carboxylate